5-[5-[(1R)-1-(3,5-dichloro-4-pyridyl)ethoxy]-1H-indazol-3-yl]-2-[3-(2,2,2-trifluoroethyl)azetidin-1-yl]pyridine-3-carbonitrile ClC=1C=NC=C(C1[C@@H](C)OC=1C=C2C(=NNC2=CC1)C=1C=C(C(=NC1)N1CC(C1)CC(F)(F)F)C#N)Cl